dimethylsilylene-penta-silylene-bis(2,4-dimethylinden-1-yl)hafnium C[Si](=[Hf](C1C(=CC2=C(C=CC=C12)C)C)(C1C(=CC2=C(C=CC=C12)C)C)(=[Si]=[SiH2])(=[SiH2])(=[SiH2])=[SiH2])C